tert-butyl 3-(((2-(2,6-dioxopiperidin-3-yl)-1,3-dioxoisoindolin-5-yl) amino) methyl)-pyrrolidine-1-carboxylate O=C1NC(CCC1N1C(C2=CC=C(C=C2C1=O)NCC1CN(CC1)C(=O)OC(C)(C)C)=O)=O